5-[2-(4-chloro-3-fluoro-phenoxy)acetamido]-6-oxo-piperidine-2-carboxylic acid ClC1=C(C=C(OCC(=O)NC2CCC(NC2=O)C(=O)O)C=C1)F